3-chloro-4-methylphenylcarbamate ClC=1C=C(C=CC1C)NC([O-])=O